BrC=1C=C(C(=O)C2=CC=CC3=C2C2=NC=4C=CC(=CC4N=C2C2=C3C=CC=C2)F)C(=CC1)Br 3,6-dibromo-11-fluorobenzoyldibenzophenazine